3-ethylimidazole bisulfate S(O)(O)(=O)=O.C(C)N1C=NC=C1